[1,1'-biphenyl]-4-yl-magnesium bromide C1(=CC=C(C=C1)[Mg]Br)C1=CC=CC=C1